COC(=O)C1=NC(=C(C=C1)N(CC1=CC=CC=C1)CC1=CC=CC=C1)OC 5-(Dibenzylamino)-6-methoxy-pyridine-2-carboxylic acid methyl ester